FC1=C2C3(C(NC2=CC(=C1)F)=O)CC3 4',6'-difluorospiro[cyclopropane-1,3'-indoline]-2'-one